C1(CC1)C=1N=C2N(N=CC=C2C(=O)NC=2C=NC=CC2C2=CC=C(C=C2)F)C1 2-cyclopropyl-N-(4-(4-fluorophenyl)pyridin-3-yl)imidazo[1,2-b]pyridazine-8-carboxamide